decyldihydrofuran-2(3H)-one C(CCCCCCCCC)C1C(OCC1)=O